NC([C@H](C[C@H]1C(NCC1)=O)NC(=O)[C@H]1N(CC2(C1)OCCCC2)C([C@H](C(C)(C)C)NC(C(F)(F)F)=O)=O)=O (3S)-N-((S)-1-amino-1-oxo-3-((S)-2-oxopyrrolidin-3-yl)propan-2-yl)-2-((S)-3,3-dimethyl-2-(2,2,2-trifluoroacetylamino)butyryl)-6-oxa-2-azaspiro[4.5]decane-3-carboxamide